(R)-3-(6-(3-methyl-1H-pyrrolo[2,3-b]pyridin-5-yl)-2-(8-oxo-2-azaspiro[4.5]Decane-2-yl)-1,2,3,4-tetrahydroisoquinolin-8-yl)morpholine-4-carboxylic acid tert-butyl ester C(C)(C)(C)OC(=O)N1[C@@H](COCC1)C=1C=C(C=C2CCN(CC12)N1CC2(CC1)CCC(CC2)=O)C=2C=C1C(=NC2)NC=C1C